N-[4-chloro-1-(2-chloro-5-fluorophenyl)-2-[(4-methoxyphenyl)methyl]-3-oxo-2,3-dihydro-1H-pyrrolo[4,3-C]pyridin-7-yl]-3-fluoro-5-(trifluoromethyl)benzamide ClC1=NC=C(C2=C1C(N(C2C2=C(C=CC(=C2)F)Cl)CC2=CC=C(C=C2)OC)=O)NC(C2=CC(=CC(=C2)C(F)(F)F)F)=O